(2-(2-(4-Fluorobenzyl)-2,6-dihydropyrrolo[3,4-c]pyrazol-5(4H)-yl)pyrimidin-4-yl)(piperidin-1-yl)methanone FC1=CC=C(CN2N=C3C(=C2)CN(C3)C3=NC=CC(=N3)C(=O)N3CCCCC3)C=C1